Cl.FC1(C2CNCC1CC2)F 8,8-difluoro-3-azabicyclo[3.2.1]octane hydrochloride